S(=O)(=O)(O)C(C(=O)[O-])O.[Na+].[Na+].S(=O)(=O)(O)C(C(=O)[O-])O disodium alpha-sulfoglycolate